ClC1=C(C(=CC=C1)Cl)C=CC(C)NCC1=C(C=CC=C1)C(C(=O)NC)=NOC 2-(2-(3-(2,6-dichlorophenyl)-1-methylallylaminomethyl)phenyl)-2-methoxyimino-N-methylacetamide